N-(2-(4,4-Difluoropiperidin-1-yl)-6-methylpyrimidin-4-yl)-4-(oxetan-3-ylsulfonyl)-2-(6-azaspiro[2.5]octan-6-yl)benzamide FC1(CCN(CC1)C1=NC(=CC(=N1)NC(C1=C(C=C(C=C1)S(=O)(=O)C1COC1)N1CCC2(CC2)CC1)=O)C)F